[I-].C(C1=CC=CC=C1)(=O)OCNC(=O)C=1C=[N+](C=CC1)C 3-(benzoyloxymethylcarbamoyl)-1-methylpyridinium iodide